O=C1NC(CCC1N1C(C2=CC=CC(=C2C1=O)NC1=C(C=C2CCC(N(C2=C1)C)=O)C1=C(C(=NC=C1)C)F)=O)=O 2-(2,6-dioxopiperidin-3-yl)-4-((6-(3-fluoro-2-methylpyridin-4-yl)-1-methyl-2-oxo-1,2,3,4-tetrahydroquinolin-7-yl)amino)isoindoline-1,3-dione